CC(C(=O)O)CC(CCCCC=C)C 2,4-dimethyl-9-decenoic acid